(R)-2-(3-(methoxymethyl)bicyclo[1.1.1]Pentan-1-yl)-3-oxohexahydroimidazo[1,5-a]pyrazine-7(1H)-carboxylate COCC12CC(C1)(C2)N2C(N1[C@@H](CN(CC1)C(=O)[O-])C2)=O